N-(4-(4-amino-5-bromo-7-methyl-7H-pyrrolo[2,3-d]pyrimidin-6-yl)phenyl)-2-cyclopropylacrylamide NC=1C2=C(N=CN1)N(C(=C2Br)C2=CC=C(C=C2)NC(C(=C)C2CC2)=O)C